C12(CC(C1)C2)COC=2C(=CC(=NC2)NC(C)=O)NC2=NC(=NC(=C2)C)C(C)(F)F N-(5-(bicyclo[1.1.1]pentan-1-ylmethoxy)-4-((2-(1,1-difluoroethyl)-6-methylpyrimidin-4-yl)amino)pyridin-2-yl)acetamide